1-fluoro-N-{(5R,6S)-4-oxo-3-(propan-2-yl)-5-[(2,2',3'-trifluoro[1,1'-biphenyl]-3-yl)methyl]-3,4,5,6,7,8-hexahydroquinazolin-6-yl}methanesulfonamide FCS(=O)(=O)N[C@@H]1[C@@H](C=2C(N(C=NC2CC1)C(C)C)=O)CC=1C(=C(C=CC1)C1=C(C(=CC=C1)F)F)F